1-(2-iodoethyl) cyclopropylsulfonate C1(CC1)S(=O)(=O)OCCI